N-((1R)-3-Cyano-3-azabicyclo[3.1.0]hexan-1-yl)-4-(4-((4-fluorophenyl)thio)pyridin-3-yl)benzamid C(#N)N1C[C@]2(CC2C1)NC(C1=CC=C(C=C1)C=1C=NC=CC1SC1=CC=C(C=C1)F)=O